tert-butyl (R)-(1-(2-amino-[1,2,4]triazolo[1,5-a]pyridin-5-yl)piperidin-3-yl)carbamate NC1=NN2C(C=CC=C2N2C[C@@H](CCC2)NC(OC(C)(C)C)=O)=N1